3-glycidyl-oxypropyl-methyldimethoxy-silane C(C1CO1)OCCC[Si](OC)(OC)C